FC1=CC=C(C=C1)CN(C1=C(C(=NN1C(=O)C=1SC=CC1)C1CC(N(C1)S(=O)(=O)N(C)C)=O)OC)C 4-(5-{[(4-fluorophenyl)methyl](methyl)amino}-4-methoxy-1-(thiophene-2-carbonyl)-1H-pyrazol-3-yl)-N,N-dimethyl-2-oxopyrrolidine-1-sulfonamide